BrC1=CN=C(C(=N1)N(CC1=CC=C(C=C1)OC)CC1=CC=C(C=C1)OC)N 6-bromo-N2,N2-bis(4-methoxybenzyl)pyrazine-2,3-diamine